6-ethoxybenzo[d]thiazole-2-sulfonyl chloride C(C)OC1=CC2=C(N=C(S2)S(=O)(=O)Cl)C=C1